5-amino-N-(3,3,3-trifluoro-2-hydroxy-2-methylpropyl)-3-(trifluoromethyl)-2,4-bipyridine-6-carboxamide NC=1C=C(C(=NC1C(=O)NCC(C(F)(F)F)(C)O)C1=CC=NC=C1)C(F)(F)F